COC1=CC(=CC2=C1N(C(=N2)C2=CC=1C(=NC(=CC1)[C@@H]1NCCC1)N2CC\C=C/C)C)C(=O)OC methyl (R,Z)-7-methoxy-1-methyl-2-(1-(pent-3-en-1-yl)-6-(pyrrolidin-2-yl)-1H-pyrrolo[2,3-b]pyridin-2-yl)-1H-benzo[d]imidazole-5-carboxylate